Heptadecane CCCCCCCCCCCCCCCCC